o-aminoethylbenzene NCCC1=CC=CC=C1